2-Amino-9-[(1S,3R,4S)-4-hydroxy-3-(hydroxymethyl)-2-methylidenecyclopentyl]-6,9-dihydro-3H-purin-6-one NC1=NC(C=2N=CN(C2N1)[C@@H]1C([C@@H]([C@H](C1)O)CO)=C)=O